methyl (1r,2'S,4S)-4-[(3-chlorophenyl)(trifluoroacetyl)amino]-2'-[(2R)-3-hydroxy-2-methylpropyl]-6'-(methoxymethoxy)-2',3'-dihydrospiro[cyclohexane-1,1'-indene]-4-carboxylate ClC=1C=C(C=CC1)N(C1(CCC2([C@H](CC3=CC=C(C=C23)OCOC)C[C@H](CO)C)CC1)C(=O)OC)C(C(F)(F)F)=O